2-[2'-cyclobutyl-3'-fluoro-6-({(1S,3r)-3-[(1,4,4-trimethyl-L-prolyl)amino]cyclobutyl}methoxy)[1,1'-biphenyl]-3-yl]-2-methylpropanoic acid C1(CCC1)C1=C(C=CC=C1F)C1=CC(=CC=C1OCC1CC(C1)NC([C@H]1N(CC(C1)(C)C)C)=O)C(C(=O)O)(C)C